OC=1C=C(C=CC1O)C=1O[C@@H]([C@H](N1)C(=O)NN)C (4s,5R)-2-(3,4-dihydroxyphenyl)-5-methyl-4,5-dihydrooxazole-4-carbohydrazide